C(C)OC(\C=C\C1=NC=CC=C1)=O (E)-3-(2-pyridyl)prop-2-enoic acid ethyl ester